N-((2-methyl-1,2,3,4-tetrahydroisoquinolin-3-yl)methyl)-4-(pyridin-4-yl)pyrimidin-2-amine CN1CC2=CC=CC=C2CC1CNC1=NC=CC(=N1)C1=CC=NC=C1